cis-2-(4-(cyclopentylamino)phenyl)-1-(2-fluoro-6-methylbenzoyl)-N-(quinolin-7-yl)octahydro-1H-cyclopenta[b]pyridine-3-carboxamide C1(CCCC1)NC1=CC=C(C=C1)C1C(CC2C(N1C(C1=C(C=CC=C1C)F)=O)CCC2)C(=O)NC2=CC=C1C=CC=NC1=C2